N-(2-methoxyethyl)-1-methyl-2-((5-methyl-benzo[d]oxazol-2-yl)-amino)-1H-benzo[d]-imidazole-5-carboxamide COCCNC(=O)C1=CC2=C(N(C(=N2)NC=2OC3=C(N2)C=C(C=C3)C)C)C=C1